9,9',9'',9'''-(4-(6-phenylpyridin-2-yl)-6-(pyridin-2-yl)benzene-1,2,3,5-tetrayl)tetrakis(3-(tert-butyl)-9H-carbazole) C1(=CC=CC=C1)C1=CC=CC(=N1)C1=C(C(=C(C(=C1N1C2=CC=CC=C2C=2C=C(C=CC12)C(C)(C)C)C1=NC=CC=C1)N1C2=CC=CC=C2C=2C=C(C=CC12)C(C)(C)C)N1C2=CC=CC=C2C=2C=C(C=CC12)C(C)(C)C)N1C2=CC=CC=C2C=2C=C(C=CC12)C(C)(C)C